C(C)N(C(=O)C1=CC=C(C=C1)B(O)O)CC [4-(diethylcarbamoyl)phenyl]boronic acid